4-(5-azaspiro[2.5]octan-5-yl)-6-(2,4-dioxo-1H-pyrimidin-5-yl)pyridazine-3-carbonitrile C1CC12CN(CCC2)C2=C(N=NC(=C2)C=2C(NC(NC2)=O)=O)C#N